3-chloro-1-oxa-2,8-diazaspiro[4.5]dec-2-ene hydrochloride Cl.ClC1=NOC2(C1)CCNCC2